ClCC(=O)C=1C=C2C=CC(NC2=CC1)=O 6-(2-chloroacetyl)quinolin-2(1H)-one